ClC=1N=NC(=C2C1C=NC(=C2)OC)C 4-chloro-7-methoxy-1-methyl-pyrido[3,4-d]pyridazine